FC1=CC(=C(C=C1)N1CN(C(C2=CC=C(C=C12)C(F)(F)F)=O)C1=CC=C(C=C1)NC(C)=O)C N-(4-(1-(4-fluoro-2-methylphenyl)-4-oxo-7-(trifluoromethyl)-1,4-dihydro-quinazolin-3(2H)-yl)phenyl)acetamide